BrC=1C=C(C=C(C1)C=1C=NN(C1)C)[C@@H](C)NC(C1=C(C=CC(=C1)CNS(=O)(=O)C)C)=O (R)-N-(1-(3-bromo-5-(1-methyl-1H-pyrazol-4-yl)phenyl)ethyl)-2-methyl-5-(methylsulfonamidomethyl)benzamide